4-((1R,5S)-3,8-diazabicyclo[3.2.1]octan-3-yl)-7-(8-chloronaphthalen-1-yl)-8-fluoro-2-(((S)-1-methylpyrrolidin-2-yl)methoxy)quinazoline [C@H]12CN(C[C@H](CC1)N2)C2=NC(=NC1=C(C(=CC=C21)C2=CC=CC1=CC=CC(=C21)Cl)F)OC[C@H]2N(CCC2)C